3-fluoro-4-cyanobenzylboronic acid FC=1C=C(CB(O)O)C=CC1C#N